C(C)(C)(C)C1=CC=C(C=C1)CC(C=O)C 3-(p-tert-butylphenyl)-2-methylpropanal